O1C2(OCC1)CC1(C3=C(C=NO3)C2)CC1 4'H,6'H-dispiro[cyclopropane-1,7'-benzo[d]isoxazole-5',2''-[1,3]dioxolane]